OC1=C(C(=O)O)C=C(C=C1)C1=CSC(=C1)\C=C/1\C(C2=C(S1)C=CC=C2)=O (Z)-2-hydroxy-5-(5-((3-oxobenzo[b]thiophen-2(3H)-ylidene)methyl)thiophen-3-yl)benzoic acid